The molecule is a member of the class of 7-hydroxyisoflavones that is 7-hydroxyisoflavone substituted by a methoxy group at position 4'. It has a role as a phytoestrogen and a plant metabolite. It is a member of 7-hydroxyisoflavones and a member of 4'-methoxyisoflavones. It derives from a daidzein. It is a conjugate acid of a formononetin(1-). COC1=CC=C(C=C1)C2=COC3=C(C2=O)C=CC(=C3)O